C1=CC=C2C1=CC1=CC=CC=C1C2 cyclopenta[b]naphthalene